COC1=CC2=C(C=C1)C1C(CN(CC1)C(=O)C1=CC(=[NH+]C=C1C)C(=O)N1CCC(CC1)(C#N)C1=CC=CC=C1)O2 1-[4-(7-methoxy-3,4,4a,9a-tetrahydro-1H-benzofuro[2,3-c]pyridine-2-carbonyl)-5-methyl-pyridin-1-ium-2-carbonyl]-4-phenyl-piperidine-4-carbonitrile